C(C)(C)(C)OC(CCCCCCCCCCS(=O)(=O)C(C)C)=O.ClC1(C([NH+](ON1)[O-])=NO)Cl dichlorooximinofuroxan tert-butyl-11-(isopropylsulfonyl)undecanoate